B(OC1=CC(=CC=C1)F)([O-])[O-] 3-fluorophenyl borate